ClC=1C=C(C=C2C=C(N=CC12)N)C=1C(=NC=CC1C)N1CCCC1 8-chloro-6-[4-methyl-2-(pyrrolidin-1-yl)pyridin-3-yl]isoquinolin-3-amine